O=C(CCC(=O)O)OC1=C2C(=CNC2=CC=C1)CCN1CCCC1 4-oxo-4-((3-(2-(pyrrolidin-1-yl)ethyl)-1H-indol-4-yl)oxy)butanoic acid